[Si](C1=CC=CC=C1)(C1=CC=CC=C1)(C(C)(C)C)OCCN1C=2C=3C(=NC(=C(C3N=C(N2)S(=O)C)F)Cl)OCC12CC2 10-(2-((tert-butyldiphenylsilyl)oxy)ethyl)-5-chloro-4-fluoro-2-(methylsulfinyl)-8H,10H-7-oxa-1,3,6,10-tetraazaspiro[cyclohepta[de]naphthalene-9,1'-cyclopropan]